p-dimethyl-aminobenzaldehyde CC1(C=O)C(C=C(C=C1)C)N